tert-Butyl (S)-3-(2-((((9H-fluoren-9-yl)methoxy)carbonyl)amino)-3-(allyloxy)-3-oxopropyl)-1H-pyrrolo[2,3-b]pyridine-1-carboxylate C1=CC=CC=2C3=CC=CC=C3C(C12)COC(=O)N[C@@H](CC1=CN(C2=NC=CC=C21)C(=O)OC(C)(C)C)C(=O)OCC=C